O1CCC(CC1)NC1=CC=CC2=C1SC=C2C=2N=CSC2 7-((tetrahydro-2H-pyran-4-yl)amino)-3-(thiazol-4-yl)benzo[b]thiophen